COC(=O)C1=CC=C(C=C1)O The molecule is a 4-hydroxybenzoate ester resulting from the formal condensation of the carboxy group of 4-hydroxybenzoic acid with methanol. It is the most frequently used antimicrobial preservative in cosmetics. It occurs naturally in several fruits, particularly in blueberries. It has a role as a plant metabolite, an antimicrobial food preservative, a neuroprotective agent and an antifungal agent.